NCC#CC1=CC(=C(OCCCC2=C(N=C(S2)N(CCCCO)C=2N=NC(=C(C2)C)NC=2SC3=C(N2)C=CC=C3)C(=O)O)C=C1)F [3-[4-(3-aminoprop-1-ynyl)-2-fluoro-phenoxy]propyl]-2-[[6-(1,3-benzothiazol-2-ylamino)-5-methyl-pyridazin-3-yl]-(4-hydroxybutyl)amino]thiazole-4-carboxylic acid